SCSC(SCSC(C1SCS1)SCSC(C(SCS)SCS)SCS)C(SCS)SCS 2-(bis(3,4-bis(mercaptomethylthio)-6-mercapto-2,5-dithiahexylthio)methyl)-1,3-dithiacyclobutane